2-[(3R,5S)-3,5-dimethyl-4-(pyridazin-3-ylmethyl)piperazin-1-yl]-6-fluoro-4-isobutyl-benzonitrile C[C@@H]1CN(C[C@@H](N1CC=1N=NC=CC1)C)C1=C(C#N)C(=CC(=C1)CC(C)C)F